FC(C)(F)C1C(OC(O1)=O)(F)F 5-(1,1-difluoroethyl)-4,4-difluoro-1,3-dioxolan-2-one